(2S)-3-(7-(hydroxy)-4-(4-fluoro-3-methylphenyl)-3-(1-methoxypropan-2-yl)quinolin-2-yl)-2-methylpropionic acid OC1=CC=C2C(=C(C(=NC2=C1)C[C@@H](C(=O)O)C)C(COC)C)C1=CC(=C(C=C1)F)C